C(CCCCCCCCC)C1=CC=C(C=C1)C1=NOC(=N1)CNC(=O)[C@@H]1CN(CC1)C(=O)OC(C)(C)C tert-butyl (S)-3-(((3-(4-decylphenyl)-1,2,4-oxadiazol-5-yl)methyl)carbamoyl)pyrrolidine-1-carboxylate